N1=CC(=CC=C1)C=1OC2=C(N1)C=C(C=C2)NC(C2=CC=C(C=C2)C2=NC=CC=N2)=O N-[2-(Pyridin-3-yl)-1,3-benzoxazol-5-yl]-4-(pyrimidin-2-yl)benzamide